N1CCCCCC1 azepane